Cl.C1(CC1)NCC1=C(C=C(C(=C1)F)C(F)(F)F)F (R)-cyclopropyl-(2,5-difluoro-4-(trifluoromethyl)phenyl)methylamine hydrochloride